C(C)OC(\C=C(/C(F)(F)F)\CC1=CC=C(C=C1)OC)=O.FC(C(CC(=O)OCC)CC1=CC=C(C=C1)OC)(F)F ethyl 4,4,4-trifluoro-3-[(4-methoxyphenyl)methyl]butanoate Ethyl-(Z)-4,4,4-trifluoro-3-[(4-methoxyphenyl)methyl]but-2-enoate